CC=1C(CC(C1CC#C)=O)OC(=O)C1C(C1C=C(Cl)Cl)(C)C 2-methyl-4-oxo-3-(2-propynyl)-cyclopent-2-enyl-3-(2,2-dichlorovinyl)-2,2-dimethylcyclopropanecarboxylate